C(C)C=1N=C2N(C=C(C=C2)C=2C=NC(=CC2)C(=O)N2CCCC2)C1N(C=1SC(=C(N1)C1=CC=C(C=C1)F)C#N)C 2-((2-ethyl-6-(6-(pyrrolidine-1-carbonyl)pyridin-3-yl)imidazo[1,2-a]pyridin-3-yl)(methyl)amino)-4-(4-fluorophenyl)thiazole-5-carbonitrile